CS(=O)(=O)C1=CC=C(C=C1)C=C 1-(methylsulfonyl)-4-vinylbenzene